7-(4-bromo-3-chloro-benzoyl)-3-oxo-N-[rac-(1R)-1-quinoxalin-5-ylethyl]-2-[4-(2,2,2-trifluoroethoxy)phenyl]-6,8-dihydro-5H-imidazo[1,5-a]pyrazine-1-carboxamide BrC1=C(C=C(C(=O)N2CC=3N(CC2)C(N(C3C(=O)N[C@H](C)C3=C2N=CC=NC2=CC=C3)C3=CC=C(C=C3)OCC(F)(F)F)=O)C=C1)Cl |r|